N-(4-Methyl-3-(9-(4-(methylsulfonamido)phenyl)-2-oxobenzo[h][1,6]naphthyridin-1(2H)-yl)phenyl)acrylamide CC1=C(C=C(C=C1)NC(C=C)=O)N1C(C=CC2=CN=C3C(=C12)C=C(C=C3)C3=CC=C(C=C3)NS(=O)(=O)C)=O